1-methyl-2-amyl-1,2,3,4-tetrahydroquinoline CN1C(CCC2=CC=CC=C12)CCCCC